4-nitrophenyl-(S)-((4-ethyl-8-fluoro-4-hydroxy-9-methyl-3,14-dioxo-3,4,12,14-tetrahydro-1H-pyrano[3',4':6,7]indolizino[1,2-b]quinolin-11-yl)methyl)carbamate [N+](=O)([O-])C1=CC=C(C=C1)N(C([O-])=O)CC1=C2C(=NC=3C=C(C(=CC13)C)F)C1=CC3=C(C(N1C2)=O)COC([C@]3(O)CC)=O